C(C)(C)(C)OC(=O)N1[C@H](CN([C@@H](C1)C)C(C)C1=C(C=C(C=C1)F)C1(COC1)O)C (2S,5R)-4-(1-(4-fluoro-2-(3-hydroxyoxetan-3-yl)phenyl)ethyl)-2,5-dimethylPiperazine-1-carboxylic acid tert-butyl ester